5-((4-(4-(1-(pentan-3-yl)-1H-pyrazol-4-yl)pyrazolo[1,5-a]pyrazin-6-yl)-1H-pyrazol-1-yl)methyl)oxazolidin-2-one CCC(CC)N1N=CC(=C1)C=1C=2N(C=C(N1)C=1C=NN(C1)CC1CNC(O1)=O)N=CC2